C[C@H](/C=C/[C@H](C)C(C)C)[C@H]1CC[C@@H]2[C@@]1(CC[C@H]3C2=CC[C@@H]4[C@@]3(CC[C@@H](C4)O)C)C The molecule is a 3beta-sterol consisting of an ergostane skeleton with double bonds at 7- and 22-positions. It has a role as a metabolite, an anti-HSV-1 agent, an EC 3.2.1.18 (exo-alpha-sialidase) inhibitor and an antifungal agent. It derives from a hydride of a 5alpha-ergostane.